(5'S,7a'R)-5'-(3,5-difluorophenyl)-1-(6-methoxypyridine-2-carbonyl)tetrahydro-3'H-spiro[piperidine-4,2'-pyrrolo[2,1-b]-[1,3]oxazol]-3'-one FC=1C=C(C=C(C1)F)[C@@H]1CC[C@H]2OC3(C(N21)=O)CCN(CC3)C(=O)C3=NC(=CC=C3)OC